FC(OC=1C=C(CN=[N+]=[N-])C=CC1)(F)F 3-trifluoromethoxybenzyl azide